(7R,14R)-11-((2,2-difluorocyclopropyl)ethynyl)-1-(difluoromethoxy)-6-(methyl-d3)-6,7-dihydro-7,14-methanobenzo[f]benzo[4,5]imidazo[1,2-a][1,4]diazocin-5(14H)-one FC1(C(C1)C#CC1=CC2=C(N=C3N2[C@H]2C4=C(C(N([C@@H]3C2)C([2H])([2H])[2H])=O)C=CC=C4OC(F)F)C=C1)F